N-(3-((3-bromo-6-methoxypyridin-2-yl)methyl)pent-3-yl)-2-methylpropane-2-sulfinamide BrC=1C(=NC(=CC1)OC)CC(CC)(CC)NS(=O)C(C)(C)C